(2R)-7-amino-2-methyl-4-(1-(2-(trifluoromethyl)pyrimidin-4-yl)ethyl)-2H-benzo[b][1,4]oxazin-3(4H)-one NC=1C=CC2=C(O[C@@H](C(N2C(C)C2=NC(=NC=C2)C(F)(F)F)=O)C)C1